(3R,4R)-4-fluoro-1-(6-fluoro-1-((5-methoxypyrimidin-2-yl)methyl)-1H-benzo[d]imidazol-2-yl)piperidin-3-amine F[C@H]1[C@@H](CN(CC1)C1=NC2=C(N1CC1=NC=C(C=N1)OC)C=C(C=C2)F)N